(R)-Cyclopropyl-(4-(4-(1-(3-(difluoromethyl)-2-fluorophenyl)ethylamino)cinnolin-6-yl)-5,6-dihydropyridine-1(2H)-yl)methanone C1(CC1)C(=O)N1CC=C(CC1)C=1C=C2C(=CN=NC2=CC1)N[C@H](C)C1=C(C(=CC=C1)C(F)F)F